5'-bromo-4,4''-divinyl-1,1':3',1''-terphenyl BrC=1C=C(C=C(C1)C1=CC=C(C=C1)C=C)C1=CC=C(C=C1)C=C